4-fluoro-pyridin FC1=CC=NC=C1